NC1=NC(=NC=2N1N=C(N2)C=2OC=CC2)N[C@H](C(=O)N2CCC(CC2)N2CC(C2)(F)F)C2CCCCC2 (S)-2-((7-amino-2-(furan-2-yl)-[1,2,4]triazolo[1,5-a][1,3,5]triazin-5-yl)amino)-2-cyclohexyl-1-(4-(3,3-difluoroazetidin-1-yl)piperidin-1-yl)ethan-1-one